CC1(O[C@@H]2[C@H](O1)[C@H](O[C@H]2N2C=C(C1=C2N=CN=C1N)Br)C=C)C 7-[(3aR,4R,6R,6aR)-2,2-dimethyl-6-vinyl-3a,4,6,6a-tetrahydrofuro[3,4-d][1,3]dioxol-4-yl]-5-bromo-pyrrolo[2,3-d]pyrimidin-4-amine